4-(3-(bromomethyl)azetidin-1-yl)-8-fluoro-2-(((2R,7aS)-2-fluorotetrahydro-1H-pyrrolizin-7a(5H)-yl)methoxy)-7-(naphthalen-1-yl)pyrido[4,3-d]pyrimidine BrCC1CN(C1)C=1C2=C(N=C(N1)OC[C@]13CCCN3C[C@@H](C1)F)C(=C(N=C2)C2=CC=CC1=CC=CC=C21)F